tert-butyl ((3R)-1-(6-(1-azidoethyl)pyridin-3-yl)piperidin-3-yl)(cyclopropylmethyl)carbamate N(=[N+]=[N-])C(C)C1=CC=C(C=N1)N1C[C@@H](CCC1)N(C(OC(C)(C)C)=O)CC1CC1